C(C)(C)(C)OC(=O)N1CC(N(C(C1)C)C(N)=S)C.C1(CCCCC1)NC(=O)C1=NC(=CN=C1)N1C(=NC=C1)C N-cyclohexyl-6-(2-methyl-1H-imidazol-1-yl)pyrazine-2-carboxamide tert-butyl-4-thiocarbamoyl-3,5-dimethylpiperazine-1-carboxylate